CC[N+]1=C2C=C(C=CC2=C3C=CC(=CC3=C1C4=CC=CC=C4)N)N The molecule is the fluorescent compound widely used in experimental cell biology and biochemistry to reveal double-stranded DNA and RNA. It has a role as an intercalator and a fluorochrome. It derives from a hydride of a phenanthridine.